BrC=1C=CC2=C(NC(=N2)NCC2=CC(=CC=C2)Br)C1 6-bromo-N-(3-bromobenzyl)-1H-benzimidazol-2-amine